3-Mercaptopropyl-triethoxysilane methyl-5-(1-methyl-1-methylsulfonyl-ethyl)furan-2-carboxylate COC(=O)C=1OC(=CC1)C(C)(S(=O)(=O)C)C.SCCC[Si](OCC)(OCC)OCC